(S)-3-(3-fluoro-4-methoxybenzyl)-1-(4-fluorobenzyl)-1-((1-methylpyrrolidin-3-yl)methyl)urea FC=1C=C(CNC(N(C[C@@H]2CN(CC2)C)CC2=CC=C(C=C2)F)=O)C=CC1OC